[Zn].C1=CC=CC=2OC3=CC=CC=C3NC12 phenoxazine zinc